CC1=C(CNC(=O)C2=CN=C(S2)N2CCC(CC2)N2C[C@@H](CCC2)C)C=CC=C1 N-(2-methylbenzyl)-2-[(3R)-3-methyl[1,4'-bipiperidin]-1'-yl]-1,3-thiazole-5-carboxamide